(S)-1,2-bis(tert-butoxycarbonyl)hexahydropyridazine-3-carboxylic acid C(C)(C)(C)OC(=O)N1N([C@@H](CCC1)C(=O)O)C(=O)OC(C)(C)C